3-[5-[1-(4-Aminocyclohexanecarbonyl)-4-piperidinyl]-3-methyl-2-oxo-benzimidazol-1-yl]piperidine-2,6-dione NC1CCC(CC1)C(=O)N1CCC(CC1)C1=CC2=C(N(C(N2C)=O)C2C(NC(CC2)=O)=O)C=C1